CC1=C(C(=O)N2CCN(CC2)C2=C(C=CC=C2)N(S(=O)(=O)C=2C=CC3=C(C(=C(O3)C(=O)O)C)C2)CCC2=CC=CC=C2)C=C(C=C1)C 5-(N-(2-(4-(2,5-dimethylbenzoyl)piperazin-1-yl)phenyl)-N-phenethylsulfamoyl)3-methylbenzofuran-2-carboxylic acid